COC=1N=CC(=NC1)NC1CCC(CC1)OC1=C2C=C(C=NC2=CC(=N1)N1CCOCC1)NS(=O)(=O)C N-[5-[4-[(5-methoxypyrazin-2-yl)amino]cyclohexoxy]-7-morpholino-1,6-naphthyridin-3-yl]methanesulfonamide